tert-Butyl (5-chloro-4-(N-methylsulfamoyl)-2-(2,2,2-trifluoro-1-hydroxyethyl)phenyl)(furan-2-ylmethyl)carbamate ClC=1C(=CC(=C(C1)N(C(OC(C)(C)C)=O)CC=1OC=CC1)C(C(F)(F)F)O)S(NC)(=O)=O